COC1=CN=CC(=N1)C=1N=NN(C1)C=1C=C2CN(C(C2=CC1)=O)C1C(NC(CC1)=O)=O 3-(5-(4-(6-methoxypyrazin-2-yl)-1H-1,2,3-triazol-1-yl)-1-oxoisoindolin-2-yl)piperidine-2,6-dione